2-allyl-1-(4-bromophenyl)pyrrolidine C(C=C)C1N(CCC1)C1=CC=C(C=C1)Br